N-[2-amino-4-(4,4-difluoropiperidin-1-yl)-5-fluoro-1,3-benzothiazol-6-yl]-2-{6-Azaspiro[2.5]octane-6-yl}-4-[(2R)-1-hydroxypropane-2-sulfonylamino]benzamide NC=1SC2=C(N1)C(=C(C(=C2)NC(C2=C(C=C(C=C2)NS(=O)(=O)[C@@H](CO)C)N2CCC1(CC1)CC2)=O)F)N2CCC(CC2)(F)F